OC[C@H](C1=CC=CC=C1)NC1=CC(=NC=C1C=1OC(=NN1)C1=NC=CC=C1)NC=1N=CC2=C(N1)C(N(C2=O)CCC)(C)C (S)-2-((4-((2-hydroxy-1-phenylethyl)amino)-5-(5-(pyridin-2-yl)-1,3,4-oxadiazol-2-yl)pyridin-2-yl)amino)-7,7-dimethyl-6-propyl-6,7-dihydro-5H-pyrrolo[3,4-d]pyrimidin-5-one